NC=1C=NC(=NC1)C1CCN(CC1)C=1N=C(C2=C(N1)CC[S@]2=O)NC2(CCC2)CO[Si](C)(C)C(C)(C)C (R)-2-(4-(5-aminopyrimidin-2-yl)piperidin-1-yl)-4-((1-(((tert-butyl-dimethylsilyl)oxy)methyl)cyclobutyl)amino)-6,7-dihydrothieno[3,2-d]pyrimidine 5-oxide